NC(CCCN(CCO)CC)C 2-(4-aminopentyl-(ethyl)amino)ethanol